OC(=O)C(F)(F)F.C(#N)C=1C=C(C=NC1)[C@H]1N(OCC1)C(=O)C1CCN(CC1)C1=CC(=NC=N1)C(=O)N 6-[4-[(3S)-3-(5-Cyano-3-pyridyl)isoxazolidine-2-carbonyl]-1-piperidyl]pyrimidine-4-carboxamide TFA salt